C(C)(C)(C)[Sn](OC(C)(C)C)(OC(C)(C)C)OC(C)(C)C t-butyltri-t-butoxytin